C(C)(C)(C)OC(=O)N[C@@H](CCO[Si](C1=CC=CC=C1)(C1=CC=CC=C1)C(C)(C)C)C(=O)O N-(tert-butoxycarbonyl)-O-(tert-butyldiphenylsilyl)-L-homoserine